N-(4-((2-(2-oxa-7-azaspiro[4.4]nonan-7-yl)pyrimidin-5-yl)oxy)-3-methylphenyl)-3-methoxybicyclo[1.1.1]pentane-1-carboxamide C1OCCC12CN(CC2)C2=NC=C(C=N2)OC2=C(C=C(C=C2)NC(=O)C21CC(C2)(C1)OC)C